C1(=CC=CC=C1)C(C)(C)C=1C=C(C=CC1)C1=CC=CC=C1 3-(2-phenylpropan-2-yl)-[1,1'-biphenyl]